N-(4-cyano-2-fluoro-phenyl)-5-(2-fluorophenyl)-1H-pyrrole-3-sulfonamide C(#N)C1=CC(=C(C=C1)NS(=O)(=O)C1=CNC(=C1)C1=C(C=CC=C1)F)F